NC1=CC(=NC(=C1C(=O)O)C)C1=CC=C(C=C1)OC1CCCCCC1 4-amino-6-(4-(cycloheptyloxy)phenyl)-2-methylnicotinic acid